C1(CC1)C1=CC=NN1C1=CC=C(C=N1)S(=O)(=O)NC=1C=CC=C2C=NN(C12)CCOC 6-(5-cyclopropyl-1H-pyrazol-1-yl)-N-(1-(2-methoxyethyl)-1H-indazol-7-yl)pyridine-3-sulfonamide